(3R,4R)-3-Hydroxy-4-((S)-5H-imidazo[5,1-a]isoindol-5-yl)tetrahydrothiophen-1,1-dioxid O[C@H]1CS(C[C@@H]1[C@@H]1N2C(C3=CC=CC=C13)=CN=C2)(=O)=O